NCCN1N=C2C=CC(=CC2=C1)C1=NC2=C(N(C1=O)C1=CC=C(C=C1)OC)N=C(C=C2)OCC(F)(F)F 2-(2-(2-aminoethyl)-2H-indazol-5-yl)-4-(4-methoxyphenyl)-6-(2,2,2-trifluoroethoxy)pyrido[2,3-b]pyrazin-3(4H)-one